6-methyl-N-[(pyrazin-2-yl)methyl]-9-[4-(trifluoromethoxy)phenyl]-9H-carbazole-3-carboxamide CC=1C=C2C=3C=C(C=CC3N(C2=CC1)C1=CC=C(C=C1)OC(F)(F)F)C(=O)NCC1=NC=CN=C1